CCCC=CCCCCCCCCCCCCCC nonadec-4-ene